CC1CN(CC(C1)C)CC=1C=CC(=NC1)CCC1=C2C(N(C(=NC2=CC=C1)C)C1C(NC(CC1)=O)=O)=O 3-(5-(2-(5-((3,5-dimethylpiperidin-1-yl)methyl)pyridin-2-yl)ethyl)-2-methyl-4-oxoquinazolin-3(4H)-yl)piperidine-2,6-dione